methyl (S)-3-(allyloxy)-2-((tert-butoxycarbonyl)amino)-3-methylbutanoate C(C=C)OC([C@@H](C(=O)OC)NC(=O)OC(C)(C)C)(C)C